OC1CCCC=2C(=NNC12)C#N 7-hydroxy-4,5,6,7-tetrahydroindazole-3-carbonitrile